Cl.Cl.ClC=1C=NN2C1N=C1CC3(CCC1=C2N[C@H]2C[C@H](CC2)N)CCCCC3 (1R,3S)-N1-(3'-chloro-7',8'-dihydro-5'H-spiro[cyclohexane-1,6'-pyrazolo[5,1-b]quinazoline]-9'-yl)cyclopentane-1,3-diamine dihydrochloride